FC1=CC(=CC2=C1OCC(N2)=O)C=2N=C1N(C=CC=N1)C2C2=CC(=NC=C2)C 8-Fluoro-6-(3-(2-methylpyridin-4-yl)imidazo[1,2-a]pyrimidin-2-yl)-2H-benzo[b][1,4]oxazin-3(4H)-one